3-(5-(2-((Cis-4-hydroxy-4-methylcyclohexyl)amino)pyrrolo[2,1-f][1,2,4]triazin-5-yl)-2-methyl-3H-imidazo[4,5-b]pyridin-3-yl)-2,2-dimethylpropionitrile OC1(CCC(CC1)NC1=NN2C(C=N1)=C(C=C2)C2=CC=C1C(=N2)N(C(=N1)C)CC(C#N)(C)C)C